(1R)-N-[3-(2-aminoquinazolin-6-yl)-2,4-difluorophenyl]-6-chloro-1-hydroxy-2,3-dihydro-1H-indene-4-sulfonamide NC1=NC2=CC=C(C=C2C=N1)C=1C(=C(C=CC1F)NS(=O)(=O)C=1C=2CC[C@H](C2C=C(C1)Cl)O)F